(R) or (S)-1-ethyl-4-fluoro-N'-(((R)-3-methyl-1,2,3,5,6,7-hexahydrodicyclopenta[b,e]pyridin-8-yl)carbamoyl)-1H-pyrazole-3-sulfonimidamide C(C)N1N=C(C(=C1)F)[S@@](=O)(N)=NC(NC1=C2C(=NC3=C1CCC3)[C@@H](CC2)C)=O |o1:8|